ClC1=C(C=CC(=C1)Cl)C=1CCCC2=C(C1C1=CC=C(C=C1)CC1CN(C1)CCCF)C=C(C=C2)C 8-(2,4-Dichlorophenyl)-9-(4-((1-(3-fluoropropyl)azetidin-3-yl)methyl)phenyl)-2-methyl-6,7-dihydro-5H-benzo[7]annulen